C(C)C=1N(C(C=CC1)=O)C1=CC(=CC=C1)C=1N(N=CN1)C ethyl-1-[3-(2-methyl-1,2,4-triazol-3-yl)phenyl]-6-oxo-pyridine